C(C(O)C)(=O)[O-].[Na+] Sodium DL-lactate